Cl.Cl.CC1=C(C=2C=NC(=CC2N1C/C(=C/CN)/F)C)CC1=CC=C(C=C1)S(=O)(=O)C (Z)-4-(2,6-dimethyl-3-(4-(methylsulfonyl)benzyl)-1H-pyrrolo[3,2-c]pyridin-1-yl)-3-fluorobut-2-en-1-amine dihydrochloride